5-Chloro-6-(1-(3,4-difluoro-5-hydroxyphenyl)-1H-indazol-5-yl)pyridine-3-ol ClC=1C=C(C=NC1C=1C=C2C=NN(C2=CC1)C1=CC(=C(C(=C1)O)F)F)O